BrC1=CC=CC(=N1)C1=CN=C2N1N=C(C(=C2)OC)C=2C=NN(C2)C2OCCCC2 3-(6-bromo-2-pyridinyl)-7-methoxy-6-(1-tetrahydropyran-2-ylpyrazol-4-yl)imidazo[1,2-b]Pyridazine